CC1=C(C=NC(=C1)C)CN (4,6-dimethylpyridin-3-yl)methylamine